C(=O)C1=CC=C(C=C1)NC(OC1=CC=CC=C1)=O phenyl N-(4-formylphenyl)carbamate